(5'S)-1'-(N-(4,6-difluoro-1H-indole-2-carbonyl)-N-methyl-L-leucyl)-3-oxo-3,4-dihydrospiro[pyrido[4,3-b][1,4]oxazine-2,3'-pyrrolidine]-5'-carboxamide FC1=C2C=C(NC2=CC(=C1)F)C(=O)N([C@@H](CC(C)C)C(=O)N1CC2(C[C@H]1C(=O)N)C(NC1=C(O2)C=CN=C1)=O)C